The molecule is an optically inactive hexitol having meso-configuration. It has a role as a metabolite, a human metabolite, an Escherichia coli metabolite and a mouse metabolite. C([C@H]([C@@H]([C@@H]([C@H](CO)O)O)O)O)O